OC12C(C=3C=C(SC3N=C2N(CC1)C1=CC=C(C=C1)N1CCOCC1)C)=O 9-hydroxy-5-methyl-12-[4-(morpholin-4-yl)phenyl]-4-thia-2,12-diazatricyclo[7.3.0.03,7]dodeca-1,3(7),5-trien-8-one